CC1(CC2=CC(=CC(=C2C1)C)C)CO 2,4,6-trimethyl-2-indanmethanol